O=S(N1CCN(CC1)C1=NC=CC(=C1)C#N)(C=C)=O 2-{4-[dioxo(vinyl)-λ6-sulfanyl]piperazin-1-yl}pyridine-4-carbonitrile